C(C)OC([C@@](N)(CCC(=O)OCC)C=O)=O 2-formyl-L-glutamic acid diethyl ester